2-Methyl-3-phenyl-2,4,5,7-tetrahydro-6H-pyrazolo[3,4-c]pyridin CN1N=C2CNCCC2=C1C1=CC=CC=C1